ClC1=CC(=NC=2N1N=C(C2)CO)C2CC2 (7-chloro-5-cyclopropylpyrazolo[1,5-a]pyrimidin-2-yl)methanol